FC1(CCN(CC1)C(=O)OC(C)(C)C)C1=NC=C(C=C1C=1C=NN(C1)C)F tert-butyl 4-fluoro-4-[5-fluoro-3-(1-methylpyrazol-4-yl)-2-pyridyl]piperidine-1-carboxylate